CN(C)C=NC(C1=C(C=CC=C1)[N+](=O)[O-])=O N-((dimethylamino)methylene)-2-nitrobenzamide